FC=1C=CC2=C(C=C(O2)C=2OC(=NN2)SSCCCCC)C1 2-(5-fluorobenzofuran-2-yl)-5-(pentyldithio)-1,3,4-oxadiazole